Boc-L-glutamic acid alpha-cyclohexyl ester CC(C)(C)OC(=O)N[C@@H](CCC(=O)O)C(=O)OC1CCCCC1